[2-[[4-[(5-bromobenzothien-2-yl)methyl]-5-oxo-1,2,4-triazol-1-yl]methyl]-3,3-difluoro-allyl]carbamic acid tert-butyl ester C(C)(C)(C)OC(NCC(=C(F)F)CN1N=CN(C1=O)CC=1SC2=C(C1)C=C(C=C2)Br)=O